CC=1C(=C(C=C(C1)C)O)C1=NC=2N(C=C1)N=C(N2)N2CCOCC2 3,5-dimethyl-2-(2-morpholino-[1,2,4]triazolo[1,5-a]pyrimidin-5-yl)phenol